oxazolo[5,4-d]oxazole O1C=NC2=C1N=CO2